C(C)OC(=O)CCCCCCCCOC=1C2=CC=CC=C2C(=C2C=CC=CC12)OCCCCCCCCC(=O)OCC 9,10-bis(ethoxycarbonyloctyleneoxy)anthracene